4-(4-(4-(chloromethyl)benzyl)piperazin-1-yl)-3-fluorobenzonitrile hydrochloride Cl.ClCC1=CC=C(CN2CCN(CC2)C2=C(C=C(C#N)C=C2)F)C=C1